ethyl 7-(2-hydroxy-2-methylpropoxy)imidazo[1,2-a]pyridine-3-carboxylate OC(COC1=CC=2N(C=C1)C(=CN2)C(=O)OCC)(C)C